C1(=CC=CC=C1)NC=1OC(=NN1)C=1C=C(C=CC1)C N-phenyl-5-(m-tolyl)-1,3,4-oxadiazol-2-amine